N-hydroxyethyl-iminodiacetic acid disodium salt [Na+].[Na+].OCCN(CC(=O)[O-])CC(=O)[O-]